2-((2-(2-Methyl-5-nitro-1H-imidazole-1-yl)ethyl)thio)-5-(pyridine-2-yl)-1,3,4-oxadiazole CC=1N(C(=CN1)[N+](=O)[O-])CCSC=1OC(=NN1)C1=NC=CC=C1